(1-{[2-(hydroxymethyl)naphthalen-1-yl]methyl}naphthalen-2-yl)methanol OCC1=C(C2=CC=CC=C2C=C1)CC1=C(C=CC2=CC=CC=C12)CO